5-[3-({4'-fluoro-[1,1'-biphenyl]-2-yl}amino)propyl]-1,3,4-thiadiazol-2-amine FC1=CC=C(C=C1)C1=C(C=CC=C1)NCCCC1=NN=C(S1)N